(2S,3S)-N-(3-chloro-4-fluorophenyl)-2-methylpyrrolidine ClC=1C=C(C=CC1F)N1[C@H](CCC1)C